methyl 3-(1-methyl-1H-imidazol-2-yl)-2-(pyrazine-2-carboxamido)propanoate CN1C(=NC=C1)CC(C(=O)OC)NC(=O)C1=NC=CN=C1